CN(C(C(=O)C1=CC=C(C=C1)N(C)CCO)(CC)CC1=CC=CC=C1)C 2-(dimethylamino)-1-[4-[(2-hydroxyethyl)methylamino]phenyl]-2-(phenylmethyl)-1-butanone